C(CC1=CC=CC=C1)NC(=O)N1C=NC2=NC(=CC=C21)C(F)(F)F N-phenethyl-5-(trifluoromethyl)-1H-imidazo[4,5-b]Pyridine-1-carboxamide